CN1C(OCC1)=O N-methyl-oxazolidinone